N1=C(C=CC=2CCCNC12)/C=C/CCN (E)-4-(5,6,7,8-tetrahydro-1,8-naphthyridin-2-yl)but-3-en-1-amine